2-methyl-N-(1-(2-(1-methyl-1H-pyrazol-4-yl)quinolin-4-yl)cyclopropyl)-5-(piperazin-1-yl)benzamide CC1=C(C(=O)NC2(CC2)C2=CC(=NC3=CC=CC=C23)C=2C=NN(C2)C)C=C(C=C1)N1CCNCC1